C(=O)(O)C1=C(C=C(C=C1)C=1C=NN(C1)C(CC1=NN(C=C1)C(F)F)C1=[N+](C=C(C=C1)C1=C(C(=CC=C1N1N=NN=C1)Cl)F)[O-])F 2-(1-(4-(4-carboxy-3-fluorophenyl)-1H-pyrazol-1-yl)-2-(1-(difluoromethyl)-1H-pyrazol-3-yl)ethyl)-5-(3-chloro-2-fluoro-6-(1H-tetrazol-1-yl)phenyl)pyridine 1-oxide